FC(OC1=CC(=NN1)NC1=NC(=CN=C1)O[C@@H]1[C@@H](CNCCC1)F)F N-(5-(difluoromethoxy)-1H-pyrazol-3-yl)-6-(((3R,4S)-3-fluoroazepan-4-yl)oxy)pyrazin-2-amine